Sodium bromite Br(=O)[O-].[Na+]